tert-butyl-3-((4,4,5,5-tetramethyl-1,3,2-dioxaborolan-2-yl)methylene)pyrrolidine-1-carboxylate C(C)(C)(C)OC(=O)N1CC(CC1)=CB1OC(C(O1)(C)C)(C)C